SCCOCCS 2-mercaptoethylether